BrC1=CN=C2C(=N1)N(C=N2)C(C)C=2C(=C1C=CC=NC1=CC2)C 6-(1-(6-bromo-1H-imidazo[4,5-b]pyrazin-1-yl)ethyl)-5-methylquinoline